C(CC)OC=1N=C2N(C=C(N=C2)C(=O)[O-])C1 propoxyimidazo[1,2-a]pyrazine-6-carboxylate